C(C)(=O)SC1CCC(CC1)CC(C)(C)NC(=O)OC(C)(C)C S-((1r,4r)-4-(2-((tert-butoxycarbonyl) amino)-2-methylpropyl) cyclohexyl) thioacetate